2-(2,3-dihydro-1H-isoindol-2-yl)ethane-1-amine C1N(CC2=CC=CC=C12)CCN